quinolinyl-imidazole boron trifluoride B(F)(F)F.N1=C(C=CC2=CC=CC=C12)C=1NC=CN1